COC1=CC=C(C=CC2=NC(=NC(=N2)C(Cl)(Cl)Cl)C(Cl)(Cl)Cl)C=C1 2-(p-methoxystyryl)-4,6-bis(trichloromethyl)-s-triazine